BrC=1C=C(C=CC1)C1=C(C=CC=C1)C1=NC=CC=C1 2-(3'-Bromo-[1,1'-biphenyl]-2-yl)pyridine